S(=O)(=O)([O-])C1=CC=C(C)C=C1.C(CCC)N1C=[N+](C=C1)C.[Li] lithium 1-butyl-3-methylimidazolium tosylate